(S)-1-Benzyl-4-fluoro-N-(5-methyl-4-oxo-7-(7-oxa-2-azaspiro[3.5]nonan-2-yl)-2,3,4,5-tetrahydrobenzo[b][1,4]oxazepin-3-yl)-1H-pyrazol-3-carboxamid C(C1=CC=CC=C1)N1N=C(C(=C1)F)C(=O)N[C@@H]1C(N(C2=C(OC1)C=CC(=C2)N2CC1(C2)CCOCC1)C)=O